C12(CC(C1)C2)C(=O)N2[C@H]([C@H](C(C2)(F)F)NS(=O)(=O)CC)CC=2C=C(C=CC2)C2=CC=CC=C2 N-{(2S,3R)-1-(bicyclo[1.1.1]pentane-1-carbonyl)-2-[([1,1'-biphenyl]-3-yl)methyl]-4,4-difluoropyrrolidin-3-yl}ethanesulfonamide